CC1=C(C=CC=C1)NNC(=O)C=1C=C2C=CC(OC2=CC1)(C)C N'-(2-methylphenyl)-2,2-dimethyl-2H-chromene-6-carbohydrazide